ammonium, hydrochloride Cl.[NH4+]